5-(3-(4-(4-chlorophenyl)piperazin-1-yl)propionyl)-N,N-dimethylindoline-1-carboxamide ClC1=CC=C(C=C1)N1CCN(CC1)CCC(=O)C=1C=C2CCN(C2=CC1)C(=O)N(C)C